C1(=CC=CC=C1)C(C(=O)OC1=C(C=C(C=C1)[C@H](CNCCCCCCOCCOCC1=C(C=CC=C1Cl)Cl)O)CO)(C1=CC=CC=C1)C1=CC=CC=C1 4-{(1R)-2-[(6-(2-((2,6-dichlorobenzyl)oxy)ethoxy)hexyl)amino]-1-hydroxyethyl}-2-(hydroxymethyl)phenol mono(2,2,2-triphenylacetate)